chloro-1,1-difluoroethane ClC(C)(F)F